IC=1C(=CC=C2C(=NC(=NC12)NC1=NC(=C(C(N1)=O)C)C)C)OC (8-Iodo-7-methoxy-4-methylquinazolin-2-yl)amino-5,6-dimethylpyrimidin-4(3H)-one